CSC(N)=[NH2+] S-methyl-isothiouronium